OC1=NC(=CC(=N1)C=CC1=C(C=CC=C1)OC)C=CC1=C(C=CC=C1)OC 2-hydroxy-4,6-bis(2-methoxystyryl)pyrimidine